O[C@]12[C@@H]3CC[C@@H]4C[C@H](CC[C@@]4([C@H]3CC[C@@]2([C@H](CC1)C=1C=CC(OC1)=O)C)C)NC(=O)N1CCN(CCC1)C N-((3S,5R,8R,9S,10S,13R,14S,17R)-14-hydroxy-10,13-dimethyl-17-(2-oxo-2H-pyran-5-yl)hexadecahydro-1H-cyclopenta[a]phenanthren-3-yl)-4-methyl-1,4-diazepane-1-carboxamide